FC=1C=C(C=C(C1)F)[C@@H]1CCC2=NN(C(N21)=O)[C@@H]2C[C@H](C2)OC2=NC=NC(=C2)N2C=NC(=C2)C (5S)-5-(3,5-difluorophenyl)-2-(trans-3-{[6-(4-methyl-1H-imidazol-1-yl)pyrimidin-4-yl]oxy}cyclobutyl)-2,5,6,7-tetrahydro-3H-pyrrolo[2,1-c][1,2,4]triazol-3-one